Trichloromonofluoromethane 3-[P,P-dimethyl-P-dodecylphosphonio]-propane-1-phosphonate C[P+](CCCCCCCCCCCC)(C)CCCP(O)(=O)[O-].ClC(F)(Cl)Cl